CN1CCC(=CC1)B1OC(C(O1)(C)C)(C)C 1-methyl-4-(tetramethyl-1,3,2-dioxaborolan-2-yl)-1,2,3,6-tetrahydropyridine